6-(2,4-dimethoxypyrimidin-5-yl)-8-[(1R,2R)-2-[3-fluoro-1-(2,2,2-trifluoroethyl)indazol-6-yl]cyclopropyl]imidazo[1,2-b]pyridazine COC1=NC=C(C(=N1)OC)C=1C=C(C=2N(N1)C=CN2)[C@H]2[C@@H](C2)C2=CC=C1C(=NN(C1=C2)CC(F)(F)F)F